isopropyl (2S)-2-[[(2S)-3-[3,5-bis(2-hydroxyethylsulfanyl)phenyl]-2-(tert-butoxycarbonylamino)propanoyl]amino]-3-(4-fluorophenyl)propanoate OCCSC=1C=C(C=C(C1)SCCO)C[C@@H](C(=O)N[C@H](C(=O)OC(C)C)CC1=CC=C(C=C1)F)NC(=O)OC(C)(C)C